(5,5-dimethyl-pyrrolidin-3-yl)-methanol CC1(CC(CN1)CO)C